ethyl 4-(2-bromo-4-fluorophenyl)-6-((4-(2-hydroxyethyl) piperazin-1-yl) methyl)-2-(thiazol-2-yl)-1,4-dihydropyrimidine-5-carboxylate BrC1=C(C=CC(=C1)F)C1N=C(NC(=C1C(=O)OCC)CN1CCN(CC1)CCO)C=1SC=CN1